3-[3-tert-butyl-1-[4-(propan-2-yl)phenyl]-1H-pyrazol-5-yl]-1-[4-(tetramethyl-1,3,2-dioxaborolan-2-yl)phenyl]urea C(C)(C)(C)C1=NN(C(=C1)NC(NC1=CC=C(C=C1)B1OC(C(O1)(C)C)(C)C)=O)C1=CC=C(C=C1)C(C)C